2-((3'-(4-Chloro-2-fluorobenzyloxy)-2,4'-difluorobiphenyl-4-yl)methyl)-1-((tetrahydrofuran-2-yl)methyl)-1H-benzo[d]imidazole-6-carboxylic acid ClC1=CC(=C(COC=2C=C(C=CC2F)C2=C(C=C(C=C2)CC2=NC3=C(N2CC2OCCC2)C=C(C=C3)C(=O)O)F)C=C1)F